COC=1C=C(C=C(C1OC)OC)NCC1=CC=C(C=C1)NC(C)=O N-[4-[[(3,4,5-trimethoxyphenyl)amino]methyl]phenyl]-acetamide